[Cl-].C[N+](C)(C)C1OC1 N,N,N-trimethyl-2-oxiranylammonium chloride